CC12CC(N(C2C1)C(CNC(C1=CC(=C(C=C1)OC1=CC=CC=C1)C)=O)=O)C(=O)N 5-methyl-2-(2-(3-methyl-4-phenoxybenzamido)acetyl)-2-azabicyclo[3.1.0]hexane-3-carboxamide